C(C1=CC=CC=C1)OC1=CC=C(C=C1)C1=NN(C=C1C1=CC=NC=C1)CC 4-[3-(4-benzyloxyphenyl)-1-ethyl-pyrazol-4-yl]pyridine